C(C)C(COCCO)CC ethyleneglycol mono-2-ethylbutyl ether